CC1=C(C=NC=2N1N=C(C2)C2=CC(=CC=C2)C(F)(F)F)C(=O)NCCC2CCN(CC2)CC2=NC=CC=C2 7-methyl-N-{2-[1-(pyridin-2-ylmethyl)piperidin-4-yl]ethyl}-2-[3-(trifluoromethyl)phenyl]pyrazolo[1,5-a]pyrimidine-6-carboxamide